(S)-7-((3-cyano-4-fluorophenyl)carbamoyl)-6-methyl-5,6,7,8-tetrahydroimidazo[1,5-a]pyrazine-1-carboxylic acid methyl ester COC(=O)C=1N=CN2C1CN([C@H](C2)C)C(NC2=CC(=C(C=C2)F)C#N)=O